ClC1=CC=C(C(=N1)C(=O)OC(C)(C)C)NC(C)C=1C=C(C=C2C(C(=C(OC12)C=1C=NN(C1)C)C)=O)F tert-Butyl 6-chloro-3-[1-[6-fluoro-3-methyl-2-(1-methylpyrazol-4-yl)-4-oxo-chromen-8-yl]ethylamino]pyridine-2-carboxylate